N1=CN=CC(=C1)CN1N=C(N=C1)C1=CC(=CC(=C1)C(F)(F)F)C(F)(F)F pyrimidin-5-ylmethyl-3-(3,5-bis(trifluoromethyl)phenyl)-1H-1,2,4-triazole